FC(OC1=CC=C(C=C1)C=1C(N(C=C2C=CC(=NC12)CCC)C=1C=CC2=C(N(C=N2)C)C1)=O)F 8-(4-(difluoromethoxy)phenyl)-6-(1-methyl-1H-benzo[d]imidazol-6-yl)-2-propyl-1,6-naphthyridin-7(6H)-one